3-(Trimethoxysilyl)-N-[3-(trimethoxysilyl)propyl]-1-propanamin CO[Si](CCCNCCC[Si](OC)(OC)OC)(OC)OC